methyl 6-(2-benzyloxy-1,1-dimethyl-ethyl)furo[2,3-b]pyrazine-2-carboxylate C(C1=CC=CC=C1)OCC(C)(C)C1=CC=2C(=NC=C(N2)C(=O)OC)O1